Bismuth(III) tris(neodecanoate) C(CCCCCC(C)(C)C)(=O)[O-].C(CCCCCC(C)(C)C)(=O)[O-].C(CCCCCC(C)(C)C)(=O)[O-].[Bi+3]